3,7-dimethyl-9-(2,6,6-trimethylcyclohexen-1-yl)non-2,4,6,8-tetraen-1-ol CC(=CCO)C=CC=C(C=CC1=C(CCCC1(C)C)C)C